FC(C(CCCCCCCC)(F)F)(F)F 1,1,1,2,2-pentafluorodecane